C12CN(CC(CC1)N2)C=2C1=C(N=C(N2)OCC2(C(C2)(F)F)CN(C)C)CN(CC1)C1=CC=CC2=CC=CC(=C12)Br 1-(1-(((4-(3,8-diazabicyclo[3.2.1]oct-3-yl)-7-(8-bromonaphthalen-1-yl)-5,6,7,8-tetrahydropyrido[3,4-d]pyrimidin-2-yl)oxy)methyl)-2,2-difluorocyclopropyl)-N,N-dimethylmethylamine